1-(ethylcarbamoyl)-6',7'-dihydro-5'H-spiro[piperidine-4,4'-pyrazolo[1,5-a]pyridin]-2'-yl trifluoromethanesulfonate FC(S(=O)(=O)OC1=NN2C(C3(CCC2)CCN(CC3)C(NCC)=O)=C1)(F)F